1-(1-(6-(2,6-dioxopiperidin-3-yl)pyridin-3-yl)piperidine-4-carbonyl)piperidine-4-carboxylic acid O=C1NC(CCC1C1=CC=C(C=N1)N1CCC(CC1)C(=O)N1CCC(CC1)C(=O)O)=O